BrC=1C=C(C=C(C1)COCC1=CC=C(C=C1)OC)C1(CN(C1)C(=O)OC(C)(C)C)F tert-butyl 3-[3-bromo-5-[(4-methoxyphenyl)methoxymethyl]phenyl]-3-fluoro-azetidine-1-carboxylate